BrC1=CC=2N=CN=C(C2N=C1N1C[C@H](N(CC1)C(=O)OC(C)(C)C)CO)NC1=CC(=C(C=C1)OC=1C=NC=CC1)C tert-butyl (S)-4-(7-bromo-4-((3-methyl-4-(pyridin-3-yloxy)phenyl)amino)pyrido[3,2-d]pyrimidin-6-yl)-2-(hydroxymethyl)piperazine-1-carboxylate